ClC=1C=C(C=C(C1)Cl)C1=CNC(=C1C)C1=CC(=CC=C1)C(C(F)(F)F)=O 3-(3,5-Dichlorophenyl)-4-methyl-5-(3-(2,2,2-trifluoroacetyl)phenyl)-1H-pyrrol